8-((6-((4-Chloro-2-fluorophenoxy)methyl)pyridin-2-yl)oxy)-3-azabicyclo[3.2.1]octane ClC1=CC(=C(OCC2=CC=CC(=N2)OC2C3CNCC2CC3)C=C1)F